ClC1=C(C=C2CCNCC2=C1)NC1=NC=C(C(=N1)C1=CC=2S(CCN(S(C2S1)(=O)=O)C)(=O)=O)C(F)(F)F 7-(2-((7-chloro-1,2,3,4-tetrahydroisoquinolin-6-yl)amino)-5-(trifluoromethyl)pyrimidin-4-yl)-2-methyl-3,4-dihydro-2H-thieno[3,2-f][1,5,2]dithiazepine 1,1,5,5-tetraoxide